FC(CCCCCC(=O)NC1=C(C=C(C=C1)NCC1=CC=C(C=C1)C(F)(F)F)N1CCCCC1)CF 7,8-Difluoro-N-(2-(piperidin-1-yl)-4-((4-(trifluoromethyl)benzyl)amino)phenyl)octanamid